(4S,5R)-5-fluoro-1-[4-({8-[3-(methanesulfonyl-methyl)azetidin-1-yl]-5-(propan-2-yl)isoquinolin-3-yl}amino)pyrimidin-2-yl]-3,3-dimethyl-piperidin-4-ol F[C@H]1[C@H](C(CN(C1)C1=NC=CC(=N1)NC=1N=CC2=C(C=CC(=C2C1)C(C)C)N1CC(C1)CS(=O)(=O)C)(C)C)O